N1=CC(=CC=C1)N1N=NNC1=O 1-(pyridin-3-yl)-1,4-dihydro-5H-tetrazol-5-one